N[C@@H]([C@@H](C(=O)N1[C@@H](CCC1)C(=O)N[C@@H](C(C)C)C(=O)OC)O)CC(C)C Methyl ((2S,3R)-3-amino-2-hydroxy-5-methylhexanoyl)-L-prolyl-L-valinate